6-fluoro-7-((4-(2-fluoro-6-((methyl-d3)carbamoyl)pyridin-3-yl)piperazin-1-yl)methyl)furo[2,3-c]quinolin-4(5H)-one FC1=C(C=CC=2C3=C(C(NC12)=O)OC=C3)CN3CCN(CC3)C=3C(=NC(=CC3)C(NC([2H])([2H])[2H])=O)F